(S)-5-((S)-2-hydroxy-2-phenylpropanoyl)-N-((S)-3-oxo-1-((S)-2-oxopyrrolidin-3-yl)-4-(trifluoromethoxy)butan-2-yl)-5-azaspiro[2.4]heptane-6-carboxamide O[C@@](C(=O)N1CC2(CC2)C[C@H]1C(=O)N[C@@H](C[C@H]1C(NCC1)=O)C(COC(F)(F)F)=O)(C)C1=CC=CC=C1